CC=1C=C(CSCC2=CC(=C(C(=C2)C(C)(C)C)O)C)C=C(C1O)C(C)(C)C bis(3-methyl-4-hydroxy-5-t-butylbenzyl) sulphide